2-Fluoro-N-(5-(3-(4-methyl-5-oxo-4,5-dihydro-1,3,4-oxadiazol-2-yl)-5-(trifluoromethyl)-1H-pyrazol-1-yl)pyridin-2-yl)benzamide FC1=C(C(=O)NC2=NC=C(C=C2)N2N=C(C=C2C(F)(F)F)C=2OC(N(N2)C)=O)C=CC=C1